[Ag].[Ti].[Mn] manganese-titanium-silver